C1(CC1)C1=CC(=C(C(=C1)C)N1NC2=C(N=C(NC2=O)N2CCCC2)N1)C 2-(4-cyclopropyl-2,6-dimethylphenyl)-5-(pyrrolidin-1-yl)-1,2,3,6-tetrahydro-7H-[1,2,3]triazolo[4,5-d]pyrimidin-7-one